6-(pyrimidin-2-yl)-3,4-dihydroisoquinoline-2(1H)-carboxylic acid tert-butyl ester C(C)(C)(C)OC(=O)N1CC2=CC=C(C=C2CC1)C1=NC=CC=N1